FC1CCN(CC1)C1=NC=CC=C1C(F)(F)F 4-fluoro-1-(3-(trifluoromethyl)pyridin-2-yl)piperidin